OC=1C=C(C2=CC=CC=C2C1)C1=CC=C2C(=NC(=NC2=C1)OC[C@H]1N(CCC1)C)N1[C@H]2CN(C[C@@H]1CC2)CC(CO)O 3-((1R,5S)-8-(7-(3-hydroxynaphthalen-1-yl)-2-(((S)-1-methylpyrrolidin-2-yl)methoxy)quinazolin-4-yl)-3,8-diazabicyclo[3.2.1]octan-3-yl)propane-1,2-diol